(4-(1-ethoxyvinyl)-3-fluorophenyl)pyrrolidin-2-one C(C)OC(=C)C1=C(C=C(C=C1)N1C(CCC1)=O)F